1-Pyridin-4-yl-8-((1-methyl-1H-benzo[d]imidazole-2-yl)methanoxy)-4,5-dihydro-6-oxa-3,3a-diaza-benzo-azulene N1=CC=C(C=C1)C=1C=NN2CCOC3=C(C12)C=CC(=C3)OCC3=NC1=C(N3C)C=CC=C1